methyl (1S,2S,3R,3aS,8bR)-6-(4-aminobutoxy)-1,8b-dihydroxy-8-methoxy-3a-(4-methoxyphenyl)-3-phenyl-2,3,3a,8b-tetrahydro-1H-cyclopenta[b]benzofuran-2-carboxylate NCCCCOC1=CC2=C([C@@]3([C@](O2)([C@H]([C@@H]([C@@H]3O)C(=O)OC)C3=CC=CC=C3)C3=CC=C(C=C3)OC)O)C(=C1)OC